COC=1C=C(CN2C3=C(C=C4N(C(C=5C=CC=C2C45)=O)C)C=CC=N3)C=C(C1)OC 6-(3,5-dimethoxybenzyl)-1-methyl-1,6-dihydro-2H-pyrido[3',2':6,7]azepino[4,3,2-cd]isoindol-2-one